2-oxobutanoic acid benzyl ester C(C1=CC=CC=C1)OC(C(CC)=O)=O